NC1=NC2=CC=C(C=C2C=C1C)C(=O)N([C@H](C)C1=NC=CC=C1F)CC1=NC=C(C=C1)Cl 2-amino-N-((5-chloro-2-pyridinyl)methyl)-N-((1R)-1-(3-fluoro-2-pyridinyl)ethyl)-3-methyl-6-quinolinecarboxamide